FC=1C=C(C=CC1F)[C@H]1[C@@H](CN(C1)CCOC)NC(=O)NC1=C2C(=NN1C1=CC=CC=C1)COC2 1-((3S,4R)-4-(3,4-difluorophenyl)-1-(2-methoxyethyl)pyrrolidin-3-yl)-3-(2-phenyl-4,6-dihydro-2H-furo[3,4-c]pyrazol-3-yl)urea